(2-methyl-2-azabicyclo[2.2.2]octan-4-yl)amine CN1C2CCC(C1)(CC2)N